3-[6-(2-acetylphenyl)pyridine-3-ylazo]-4-aminonaphthalene C(C)(=O)C1=C(C=CC=C1)C1=CC=C(C=N1)N=NC=1C=CC2=CC=CC=C2C1N